BrC1=C(CCOS(=O)(=O)C2=CC=C(C=C2)C)C=C(C=C1)Br 4-methylbenzenesulfonic acid 2,5-dibromophenethyl ester